BrC1CC(OCC1)C=1C=CC(=NC1)C 5-(4-bromotetrahydro-2H-pyran-2-yl)-2-methylpyridine